CN1C(N(C(N(C1=S)C)=O)C=1C(=CC2=C(N(C(C(O2)(F)F)=O)CC#C)C1)F)=O dihydro-1,5-dimethyl-6-thioxo-3-[2,2,7-trifluoro-3,4-dihydro-3-oxo-4-(2-propyn-1-yl)-2H-1,4-benzoxazin-6-yl]-1,3,5-triazine-2,4(1H,3H)-dione